COC(C)(C)C1=CC=2N(C=C1)C=CN2 7-(1-methoxy-1-methyl-ethyl)imidazo[1,2-a]pyridine